4'-({1-[(4-cyclobutylphenyl)carbamoyl]-D-prolyl}amino)[1,1'-biphenyl]-4-carboxylic acid C1(CCC1)C1=CC=C(C=C1)NC(=O)N1[C@H](CCC1)C(=O)NC1=CC=C(C=C1)C1=CC=C(C=C1)C(=O)O